2-(azidomethyl)-6-methoxytetrahydro-2H-pyran-3,4,5-triyl triacetate C(C)(=O)OC1C(OC(C(C1OC(C)=O)OC(C)=O)OC)CN=[N+]=[N-]